NC1=NC=CC=C1[C@H](NC(=O)[C@H]1N(C[C@@H](C1)F)C(CC1=CN=NN1)=O)C1=CC(=C(C=C1)C(C)C)C |o1:7| (2S,4R)-N-[(R) or (S)-(2-aminopyridin-3-yl)[3-methyl-4-(propan-2-yl)phenyl]methyl]-4-fluoro-1-[2-(1H-1,2,3-triazol-5-yl)acetyl]pyrrolidine-2-carboxamide